2,3-dichloro-5,6,8-trihydroxy-1,4-naphthoquinone ClC=1C(C2=C(C=C(C(=C2C(C1Cl)=O)O)O)O)=O